N-(4-(4-amino-7-((1r,4r)-4-aminocyclohexyl)-1-isopropyl-1H-pyrazolo[4,3-c]pyridin-3-yl)-2-fluorophenyl)-2-fluorobenzenesulfonamide NC1=NC=C(C2=C1C(=NN2C(C)C)C2=CC(=C(C=C2)NS(=O)(=O)C2=C(C=CC=C2)F)F)C2CCC(CC2)N